FC(C=1C=C(C=NC1)N)F 5-(difluoromethyl)pyridin-3-amine